S1C(=NC2=C1C=CC=C2)C=2C(OC1=C(C2)C=CC(=C1)O)=O (benzo[d]thiazol-2-yl)-7-hydroxy-2H-benzopyran-2-one